C(=CC)N1CC(CCC1)C=1N=C(N2C(=NC=CC21)N)C2=CC=C(C(=O)NC1=NC=CC=C1)C=C2 4-(1-(1-propenylpiperidin-3-yl)-5-aminoimidazo[1,5-c]Pyrimidin-3-yl)-N-(pyridin-2-yl)benzamide